C([O-])(O)=O.[Na+].COC1=NC2=CC=C(C=C2N=C1C)C(C)=O (2-methoxy-3-methylquinoxalin-6-yl)ethan-1-one sodium bicarbonate